C(C1=CC=CC=C1)OC=1C(C=CN2N(CN(C(C21)=O)C)C21C(=CC3=CC(=C(C=C23)F)F)CC=2C=C(C(=CC21)F)F)=O 5-(benzyloxy)-3-methyl-1-(2,3,6,7-tetrafluoroindeno[1,2-a]inden-4b(9H)-yl)-2,3-dihydro-1H-pyrido[2,1-f][1,2,4]triazine-4,6-dione